[Si](C)(C)(C(C)(C)C)O[C@H]1CC[C@]2(NC(OC2)=O)C=2C=CN=C(C12)Cl (5S,8S)-8-((tert-butyldimethylsilyl)oxy)-1-chloro-7,8-dihydro-6H-spiro[isoquinoline-5,4'-oxazolidin]-2'-one